tert-butyl 4-(7-benzyloxy-5-chloro-pyrazolo[3,4-c]pyridin-2-yl)piperidine-1-carboxylate C(C1=CC=CC=C1)OC1=NC(=CC=2C1=NN(C2)C2CCN(CC2)C(=O)OC(C)(C)C)Cl